C1(CCCCC1)C1=CC=C(C=C1)C=1NC=2N(C(C1)=O)N=C(C2C(=O)N2CC(C2)CF)C=2N=CN(C2)CC 5-(4-cyclohexylphenyl)-2-(1-ethyl-1H-imidazol-4-yl)-3-(3-(fluoromethyl)azetidine-1-carbonyl)pyrazolo[1,5-a]pyrimidin-7(4H)-one